C[C@H]1CN(C[C@H](N1)C)C1=C2C=NC(=NC2=C(C=C1)C(=O)NC1=CC=C2C=CC=NC2=C1)OC 5-((3S,5R)-3,5-dimethylpiperazin-1-yl)-2-methoxy-N-(quinolin-7-yl)quinazoline-8-carboxamide